C(C1=CC=CC=C1)ON1[C@@H]2CC[C@H](N(C1=O)C2)C(=O)NOC2CN(C2)C(=O)OC(C)(C)C tert-Butyl 3-[({[(2S,5R)-6-benzyloxy-7-oxo-1,6-diazabicyclo[3.2.1]oct-2-yl]carbonyl}amino)oxy]azetidine-1-carboxylate